(1aR,5aR)-2-(5-Fluoro-pyridin-2-yl)-1a,2,5,5a-tetrahydro-1H-2,3-diaza-cyclopropa[a]pentalene-4-carboxylic acid ((R)-2-fluoro-1-hydroxymethyl-2-methyl-propyl)-amide FC([C@@H](CO)NC(=O)C=1C=2C[C@@H]3[C@H](C2N(N1)C1=NC=C(C=C1)F)C3)(C)C